4-((2,4-dichloro-5-methoxyphenyl)amino)-7-((2-(2,6-dioxopiperidin-3-yl)-6-fluoro-1-Oxoisoindoline-5-yl)methoxy)-6-methoxyquinoline-3-carbonitrile ClC1=C(C=C(C(=C1)Cl)OC)NC1=C(C=NC2=CC(=C(C=C12)OC)OCC=1C=C2CN(C(C2=CC1F)=O)C1C(NC(CC1)=O)=O)C#N